3,6-difluoro-7-((5-fluoro-3',6'-dihydro-[2,4'-bipyridin]-1'(2'H)-yl)methyl)pyrrolo[1,2-a]quinoxalin-4(5H)-one FC=1C=CN2C1C(NC1=C(C(=CC=C21)CN2CCC(=CC2)C2=NC=C(C=C2)F)F)=O